(+)-(6,6'-dimethoxybiphenyl-2,2'-diyl)bis(diphenylphosphine) COC1=CC=CC(=C1C1=C(C=CC=C1OC)P(C1=CC=CC=C1)C1=CC=CC=C1)P(C1=CC=CC=C1)C1=CC=CC=C1